NC1=CC(=C(N=N1)Cl)C(NC(CC1CC(C1)(F)F)=O)C1CC1 N-((6-amino-3-chloropyridazin-4-yl)(cyclopropyl)methyl)-2-(3,3-difluorocyclobutyl)acetamide